[Ga].[In] indium-gallium